C(#N)C1=CC=C(CN2N=C(C=C2C(=O)NC)C(=O)NC2CC2)C=C1 1-(4-cyanobenzyl)-N3-cyclopropyl-N5-methyl-1H-pyrazole-3,5-dicarboxamide